6,7-dimethoxy-N-{(1R)-1-[2'-(methoxymeth-yl)biphenyl-3-yl]ethyl}-2-methylquinazolin-4-amine COC=1C=C2C(=NC(=NC2=CC1OC)C)N[C@H](C)C=1C=C(C=CC1)C1=C(C=CC=C1)COC